7-Bromo-5-((2-(trimethylsilyl)ethoxy)methyl)-5H-pyrrolo[2,3-b]pyrazine BrC1=CN(C2=NC=CN=C21)COCC[Si](C)(C)C